C(C1=CC=CC=C1)OC(=O)N1C(CCCC1)C(NCC1C(NCC1)=O)=O (((2-oxopyrrolidin-3-yl)methyl)carbamoyl)piperidine-1-carboxylic acid benzyl ester